1,2,3,4-tetrahydropyrrolo[1,2-a]pyrazine-6-carbonitrile C1C=2N(CCN1)C(=CC2)C#N